C(#N)C(C(C(=O)OC)(C1=CC=CC=C1)C1=CC=CC=C1)CCC methyl cyano-2,2-diphenylhexanoate